[Cl-].C[N+](CCCCCCCCCCCCCCCCCCCCCC)(C)C N,N,N-Trimethyl-1-Docosanaminium Chloride